C(C)(C)(C)OC(=O)N(C1=NC(=NC(=C1)OC1CN(C1)C(=O)OC(C)(C)C)C=1SC=C(N1)C(=O)OCC)C1CCC(CC1)(F)F ethyl 2-(4-((tert-butoxycarbonyl)(4,4-difluorocyclohexyl)amino)-6-((1-(tert-butoxycarbonyl)azetidin-3-yl)oxy)pyrimidin-2-yl)thiazole-4-carboxylate